BrC=1SC(=CN1)CN1C[C@H]([C@@H](CC1)C(=O)N1CCC(CC1)(O)CN1C=NC2=C(C1=O)C=CN2C2=CC=CC=C2)C2=CC=CC=C2 3-{[1-({(3R,4R)-1-[(2-bromo-1,3-thiazol-5-yl)methyl]-3-phenylpiperidin-4-yl}carbonyl)-4-hydroxypiperidin-4-yl]methyl}-7-phenyl-3,7-dihydro-4H-pyrrolo[2,3-d]pyrimidin-4-one